2,3-dihydro-spiro[indene-1,4'-piperidin]-2-amine N1CCC2(CC1)C(CC1=CC=CC=C12)N